CC1(OB(OC1(C)C)C1=CC=C(C=C1)C1CN(CCO1)C(=O)OC(C)(C)C)C tert-butyl 2-(4-(4,4,5,5-tetramethyl-1,3,2-dioxaborolan-2-yl)phenyl)morpholine-4-carboxylate